FN1N=CN=N1 (2R,7aS)-2-fluorotetrazol